N1(OCCCCCCC1)C1CCCCCCCC1 oxa-azabicyclononane